NCC#CC=1C(=NC(=CC1)NC(=O)C1CCN(CC1)C(C[C@H]1C=2N(C3=C(C(=N1)C1=CC=C(C=C1)Cl)C(=C(S3)C)C)C(=NN2)C)=O)C(=O)OC methyl (S)-3-(3-aminoprop-1-yn-1-yl)-6-(1-(2-(4-(4-chlorophenyl)-2,3,9-trimethyl-6H-thieno[3,2-f][1,2,4]triazolo[4,3-a][1,4]diazepin-6-yl)acetyl)piperidine-4-carboxamido)picolinate